OCC=1C=C(C2=C(OCCO2)C1CO)N1CCNCC1 7,8-Bis(hydroxymethyl)-5-(piperazin-1-yl)-2,3-dihydro-1,4-benzodioxine